BrC=1C=CC=2C=3N(C(NC2C1F)=O)CC(N3)(C)C 8-bromo-7-fluoro-2,2-dimethyl-2,6-dihydroimidazo[1,2-c]quinazolin-5(3H)-one